C1(CC1)C1=NNC(=C1)NC1=CC2=C(C(=NO2)NS(=O)(=O)C2=C(C=C(C=C2OC)C2CNCCO2)OC)C=C1OC N-{6-[(3-cyclopropyl-1H-pyrazol-5-yl)amino]-5-methoxy-1,2-benzoxazol-3-yl}-2,6-dimethoxy-4-(morpholin-2-yl)benzene-1-sulfonamide